4-butoxy-3,5-difluorobenzonitrile C(CCC)OC1=C(C=C(C#N)C=C1F)F